BrC1=CC=C(C=C1)C1(C(C1C)F)C#N 1-(4-bromophenyl)-2-fluoro-3-methylcyclopropane-1-carbonitrile